2-(3,5-dichloro-4-methylpyridin-2-yl)propan-2-amine ClC=1C(=NC=C(C1C)Cl)C(C)(C)N